1-Bromo-3-(4-tert-butyl-2-fluoro-5-methoxy-phenyl)propan-2-one BrCC(CC1=C(C=C(C(=C1)OC)C(C)(C)C)F)=O